O1CCN(CCC1)C1CCC(CC1)N1C(NC2=C1C=C(C(=C2)C=2C(=C(C=1N(C2)N=CN1)OC)C)C(C)C)=O 1-(4-(1,4-oxazepan-4-yl)cyclohexyl)-6-isopropyl-5-(8-methoxy-7-methyl-[1,2,4]triazolo[1,5-a]pyridin-6-yl)-1,3-dihydro-2H-benzo[d]imidazol-2-one